BrC=1C=C(C=CC1)[C@@H](C)NC1=NC(=NC2=CC(=C(C=C12)OC)OCCCCCCCCCCCN1CCN(CC1)C(CNC1=CC=C(C=C1)C1C(NC(CC1)=O)=O)=O)C1CC(CCC1C(C)C)C 3-(4-((2-(4-(11-((4-(((R)-1-(3-Bromophenyl)ethyl)amino)-6-methoxy-2-menthyl-quinazolin-7-yl)oxy)undecyl)piperazin-1-yl)-2-oxoethyl)amino)phenyl)piperidine-2,6-dione